rac-N-(4-(2,5-difluorophenyl)-6-(2-(trifluoromethyl)cyclohexyl)pyrimidin-5-yl)-2-isopropylpyrimidine-5-carboxamide FC1=C(C=C(C=C1)F)C1=NC=NC(=C1NC(=O)C=1C=NC(=NC1)C(C)C)C1C(CCCC1)C(F)(F)F